N[C@H](CO)[C@@H](C)O (2R,3R)-2-aminobutan-1,3-diol